2-(2-(ethylsulfanyl)-5-(4-fluorophenyl)pyrazolo[1,5-a]pyrimidin-3-yl)-3-methyl-6-(trifluoromethyl)-3H-imidazo[4,5-c]pyridine C(C)SC1=NN2C(N=C(C=C2)C2=CC=C(C=C2)F)=C1C1=NC2=C(C=NC(=C2)C(F)(F)F)N1C